S1C=C(C=C1)C=1OCCN1 2-(thiophene-3-yl)-4,5-dihydro-oxazole